2-(2,6-dichlorophenyl)-5-((4-(5-(trifluoromethyl)-1H-1,2,3-triazol-1-yl)phenyl)amino)-2H-1,2,3-triazole-4-carboxamide ClC1=C(C(=CC=C1)Cl)N1N=C(C(=N1)C(=O)N)NC1=CC=C(C=C1)N1N=NC=C1C(F)(F)F